(2S)-N-((R or S)-(3-chloro-4-fluoro-phenyl)(6-(trifluoro-methyl)pyridin-2-yl)methyl)-2-(fluoromethyl)-5-oxopiperazine-1-carboxamide ClC=1C=C(C=CC1F)[C@@H](NC(=O)N1[C@@H](CNC(C1)=O)CF)C1=NC(=CC=C1)C(F)(F)F |o1:8|